COC(=O)C1=NC=C(C(=C1)Cl)C(Br)Br 4-chloro-5-(dibromomethyl)pyridine-2-carboxylic acid methyl ester